6-(bis(4-methoxybenzyl)amino)-5-fluoropyridin-3-ol COC1=CC=C(CN(C2=C(C=C(C=N2)O)F)CC2=CC=C(C=C2)OC)C=C1